ethyl 2-amino-4,6-dimethylnicotinate NC1=C(C(=O)OCC)C(=CC(=N1)C)C